NC=1C=C(C(=NC1OC)CC#N)F 2-(5-amino-3-fluoro-6-methoxy-2-pyridyl)acetonitrile